OC=1C=C(CO[C@@H]2[C@H]([C@H]([C@H](O[C@@]23CCCO3)CO)O)N3N=NC(=C3)C3=CC(=C(C(=C3)F)F)F)C=CC1 (5s,7r,8r,9s,10r)-10-((3-hydroxybenzyl)oxy)-7-(hydroxymethyl)-9-(4-(3,4,5-trifluorophenyl)-1H-1,2,3-triazol-1-yl)-1,6-dioxaspiro[4.5]decan-8-ol